24-methylpentacosanyl palmitoleate C(CCCCCCC\C=C/CCCCCC)(=O)OCCCCCCCCCCCCCCCCCCCCCCCC(C)C